N-(3-chloro-5-(methylsulfonamido)phenyl)-4-(5-fluoro-3-((5-fluoropyridin-3-yl)methoxy)pyridin-2-yl)thiophene-2-carboxamide ClC=1C=C(C=C(C1)NS(=O)(=O)C)NC(=O)C=1SC=C(C1)C1=NC=C(C=C1OCC=1C=NC=C(C1)F)F